N-[4-(2,6-dimethylphenyl)-6-[4-(4-methylmorpholin-2-yl)phenoxy]pyrimidin-2-yl]-1-methyl-pyrazole-4-sulfonamide CC1=C(C(=CC=C1)C)C1=NC(=NC(=C1)OC1=CC=C(C=C1)C1CN(CCO1)C)NS(=O)(=O)C=1C=NN(C1)C